C(C)(C)(C)C1=CC=C(C=C1)SCCSC1=CC=C(C=C1)C(C)(C)C 1,2-bis(4-t-butylphenylthio)ethane